C(C(=C)CC(=O)OCC1CO1)(=O)OCC1CO1 itaconic acid, diglycidyl ester